(1R,3R)-3-[(5-aminopyrimidin-2-yl)amino]cyclobutan-1-ol NC=1C=NC(=NC1)NC1CC(C1)O